(3S,8S,9S,10R,13R,14S,17R)-10,13-dimethyl-17-((R)-4-(pyridin-3-yl)butan-2-yl)-2,3,4,7,8,9,10,11,12,13,14,15,16,17-tetradecahydro-1H-cyclopenta[a]phenanthren-3-ol C[C@]12[C@H]3CC[C@@]4([C@H](CC[C@H]4[C@@H]3CC=C2C[C@H](CC1)O)[C@H](C)CCC=1C=NC=CC1)C